(R)-N'-(((2R,5R)-2-fluoro-5-methyl-1,2,3,5,6,7-hexahydro-s-indacen-4-yl)carbamoyl)-6,7-dihydro-5H-pyrazolo[5,1-b][1,3]oxazine-3-sulfonimidamide F[C@@H]1CC2=CC=3CC[C@H](C3C(=C2C1)NC(=O)N=[S@](=O)(N)C=1C=NN2C1OCCC2)C